ClC1=CC=C(C=C1)S(=O)(=O)NC1=NOC2=C1C(=CC=C2)Cl 4-chloro-N-(4-chlorobenzo[d]isoxazol-3-yl)benzenesulfonamide